[K+].[O-2].[Fe+3].[O-2] ferric oxide potassium